2-(3,4-Difluorophenyl)-N-[(2S)-1-hydroxypropan-2-yl]-3-oxo-6-[6-(trifluoromethyl)pyridin-3-yl]-2,3-dihydropyridazine-4-carboxamide FC=1C=C(C=CC1F)N1N=C(C=C(C1=O)C(=O)N[C@H](CO)C)C=1C=NC(=CC1)C(F)(F)F